P(=O)(OF)(OF)OP(=O)([O-])[O-].[Li+].[Li+] lithium difluoro (phosphonato) phosphate